methyl 4-(5-(1-(trifluoromethyl)cyclopropyl)-1,2,4-oxadiazol-3-yl)bicyclo[2.2.2]octane-1-carboxylate FC(C1(CC1)C1=NC(=NO1)C12CCC(CC1)(CC2)C(=O)OC)(F)F